tert-Butyl 3-[3-[1-(trifluoromethyl)cyclopropyl]propoxy]pyrazole-1-carboxylate FC(C1(CC1)CCCOC1=NN(C=C1)C(=O)OC(C)(C)C)(F)F